N-(1-cyclopropyl-2-(4-((1-(2-(2,6-dioxopiperidin-3-yl)-1,3-dioxoisoindolin-4-yl)-piperidin-4-yl)methyl)piperazin-1-yl)-2-oxoethyl)benzamide C1(CC1)C(C(=O)N1CCN(CC1)CC1CCN(CC1)C1=C2C(N(C(C2=CC=C1)=O)C1C(NC(CC1)=O)=O)=O)NC(C1=CC=CC=C1)=O